methyl 3-[5-(4-fluoro-3-methyl-phenyl)-6-isopropyl-1H-pyrrolo[2,3-f]indazol-7-yl]benzoate FC1=C(C=C(C=C1)N1C(=C(C2=C1C=C1C=NNC1=C2)C=2C=C(C(=O)OC)C=CC2)C(C)C)C